C12C3C(C(CC1)O2)C(=O)OC3=O 7-oxabicyclo[2.2.1]heptane-2,3-dicarboxylic anhydride